ETHYLPHTHALIDE C(C)C1OC(=O)C2=CC=CC=C12